C1(CC1)[C@H](C)OC(=O)N1CC2(C1)CC(C2)OC2=CC(=C1C(=N2)C(=CS1)C(NC)=O)C(F)(F)F (S)-6-((3-(methylcarbamoyl)-7-(trifluoromethyl)thieno[3,2-b]pyridin-5-yl)oxy)-2-azaspiro[3.3]heptane-2-carboxylic acid 1-cyclopropylethyl ester